NC(C(=O)O)CCNC(=N)N 2-amino-4-guanidino-butyric acid